FC1=C(C=CC(=C1)F)C1=NC(=CN2C1=NC(=C(C2=O)F)C)[C@H]2C[C@H](OCC2)C2=CC(=NC=C2)OC 9-(2,4-difluorophenyl)-3-fluoro-7-((2S,4R)-2-(2-methoxypyridin-4-yl)tetrahydro-2H-pyran-4-yl)-2-methyl-4H-pyrazino[1,2-a]pyrimidin-4-one